(2-amino-3-(3-(4-((3-fluoropyridin-2-yl)oxy)benzyl)isoxazol-5-yl)pyridin-1-ium-1-yl)methyl hydrogen phosphate P(=O)(OC[N+]1=C(C(=CC=C1)C1=CC(=NO1)CC1=CC=C(C=C1)OC1=NC=CC=C1F)N)(O)[O-]